tert-butyl (9S,12S)-9-benzyl-12-(4-diazo-3-oxobutyl)-2-methyl-4,7,10-trioxo-2,5,8,11-tetraazatridecan-13-oate C(C1=CC=CC=C1)[C@H](NC(CNC(CN(C)C)=O)=O)C(N[C@H](C(=O)OC(C)(C)C)CCC(C=[N+]=[N-])=O)=O